C(C1=CN=CC=C1)(=O)N1CCN(CC1)C(=O)C1=CC=C(C=C1)C1=NC2=C(N1)C=CC=C2C(=O)N 2-(4-(4-nicotinoylpiperazine-1-carbonyl)phenyl)-1H-benzo[d]imidazole-4-carboxamide